(R,R)-2-(3,4-difluorophenyl)-N-[2-(hydroxymethyl)-3-[4-(trifluoromethyl)phenyl]propyl]morpholine-4-carboxamide FC=1C=C(C=CC1F)[C@@H]1CN(CCO1)C(=O)NC[C@@H](CC1=CC=C(C=C1)C(F)(F)F)CO